C(C=1C(O)=CC=CC1)=CC(C=CC=1C(O)=CC=CC1)(N)N di-salicylidene-diaminopropane